tert-butyl (tert-butoxycarbonyl)(4-(((1s,4s)-4-(((tert-butoxycarbonyl) amino) methyl)cyclohexyl)(2-(2,6-dioxopiperidin-3-yl)-1-oxoisoindolin-4-yl)amino)butyl)carbamate C(C)(C)(C)OC(=O)N(C(OC(C)(C)C)=O)CCCCN(C1=C2CN(C(C2=CC=C1)=O)C1C(NC(CC1)=O)=O)C1CCC(CC1)CNC(=O)OC(C)(C)C